methyl 3-(2,2-dimethylpyrrolidin-1-yl)-2,2-dimethylpropanoate CC1(N(CCC1)CC(C(=O)OC)(C)C)C